C(C1=CC=CC=C1)N1N=C(N=C1)C(=O)N[C@@H]1C(N(C2=C(OC1)C=CC(=C2)C#CC(C)(C)C)C)=O (S)-1-benzyl-N-(7-(3,3-dimethylbut-1-yn-1-yl)-5-methyl-4-oxo-2,3,4,5-tetrahydrobenzo[b][1,4]oxazepin-3-yl)-1H-1,2,4-triazole-3-carboxamide